(1s,4s)-4-(8-(2,6-dichloro-4-(trifluoromethyl)phenylamino)-2-(oxepan-4-ylamino)-9H-purin-9-yl)cyclohexanecarboxamide ClC1=C(C(=CC(=C1)C(F)(F)F)Cl)NC=1N(C2=NC(=NC=C2N1)N[C@@H]1CCOCCC1)C1CCC(CC1)C(=O)N